C(C1=CC=CC=C1)N1N=CC(=C1)C=1C=C(C=C(C1)F)CN (3-(1-benzyl-1H-pyrazol-4-yl)-5-fluorophenyl)methylamine